CC=1N=C(NC1C)C1=NC=CC(=C1)C=1C=NC=C(C1)C(=O)N1C[C@H]2CCCC[C@@H]2CC1 2'-(4,5-Dimethyl-1H-imidazol-2-yl)-5-[(4aR,8aS)-octahydroisochinolin-2(1H)-ylcarbonyl]-3,4'-bipyridin